CC1=C(C=CC=C1OCCCNCCC1=CC=NC=C1)C1=C(C(=CC=C1)OCCCNCCC1=CC=NC=C1)C 3,3'-((2,2'-dimethyl-[1,1'-biphenyl]-3,3'-diyl)bis(oxy))bis(N-(2-(pyridin-4-yl)ethyl)propan-1-amine)